FC1=CNC2=CC(=CC=C12)C1=C2C(=C(N=N1)NC[C@H]1COCC1)C=NC=C2 |o1:18| 1-(3-fluoro-1H-indol-6-yl)-N-[[rel-(3S)-tetrahydrofuran-3-yl]methyl]pyrido[3,4-d]pyridazin-4-amine